1,3-dihydro-2H-pyrrole N1CCC=C1